magnesium zinc calcium manganese [Mn].[Ca].[Zn].[Mg]